cyclohexyldimethylenediamine C1(CCCCC1)NCCN